N-(3-(2-(4-(2,3-dichlorophenyl)piperazin-1-yl)ethyl)cyclobutyl)quinoline-5-carboxamide ClC1=C(C=CC=C1Cl)N1CCN(CC1)CCC1CC(C1)NC(=O)C=1C=2C=CC=NC2C=CC1